C(#N)C=1C=CC=2N(C(N=C(C2N1)N1C[C@H](N(C[C@@H]1C)C(C(=O)O)C1=CC=C(C=C1)OC)C)=O)C 2-((2r,5s)-4-(6-cyano-1-methyl-2-oxo-1,2-dihydropyrido[3,2-d]pyrimidin-4-yl)-2,5-dimethylpiperazin-1-yl)-2-(4-methoxyphenyl)acetic acid